4-(2-pyrrolidinoethyl)styrene pent-4-en-1-yl-2-octyldecanoate C(CCC=C)OC(C(CCCCCCCC)CCCCCCCC)=O.N1(CCCC1)CCC1=CC=C(C=C)C=C1